O[C@@H]1[C@@H](CCC1)NC(=O)C=1C=NC=CC1 N-[(1R,2S)-2-hydroxycyclopentyl]pyridine-3-carboxamide